C1(=CC=CC=C1)C#CC#CC1=CC=CC=C1 1,4-diphenylbut-1,3-diyne